FC(S(=O)(=O)C=1N=C2N(N1)[C@@H](C[C@@H]2F)C2=C(C#N)C=CC=C2)F 2-[(5S,7S)-2-(difluoromethylsulfonyl)-7-fluoro-6,7-dihydro-5H-pyrrolo[1,2-b][1,2,4]triazol-5-yl]benzonitrile